1-[3-(2,3-dichloro-6-fluorophenyl)-3-[(1,3-dimethylindazol-6-yl)amino]pyrrolidin-1-yl]prop-2-en-1-one ClC1=C(C(=CC=C1Cl)F)C1(CN(CC1)C(C=C)=O)NC1=CC=C2C(=NN(C2=C1)C)C